NC=1C(=C(C(=O)C2=CN(C3=NC=C(C=C32)Br)C(=O)C3=C(C=CC=C3Cl)Cl)C(=CC1)F)CC (3-(3-amino-2-ethyl-6-fluorobenzoyl)-5-bromo-1H-pyrrolo[2,3-b]pyridin-1-yl)(2,6-dichlorophenyl)methanone